CC1=NOC(=C1C=1C=C(C=CC1O[C@H]1CNCCC1)NC(=O)C1CC1)C (R)-N-(3-(3,5-dimethylisoxazol-4-yl)-4-(piperidin-3-yloxy)phenyl)cyclopropanecarboxamide